N1(N=CC=C1)CC=1C=CC(=NC1OC)C(=O)NS(=O)(=O)C1=C(C=CC=C1OC)OC(F)F 5-((1H-pyrazol-1-yl)methyl)-N-((2-(difluoromethoxy)-6-methoxyphenyl)sulfonyl)-6-methoxypicolinamide